ethyl 7-(5-chloro-2-(((3S,4R)-3-hydroxytetrahydro-2H-pyran-4-yl)amino)pyrimidin-4-yl)-1-isopropyl-4-oxo-1,4-dihydroquinoline-2-carboxylate ClC=1C(=NC(=NC1)N[C@H]1[C@@H](COCC1)O)C1=CC=C2C(C=C(N(C2=C1)C(C)C)C(=O)OCC)=O